tert-butyl(3-((2-fluoro-5-nitrobenzyl)oxy)propoxy)dimethylsilane C(C)(C)(C)[Si](C)(C)OCCCOCC1=C(C=CC(=C1)[N+](=O)[O-])F